(S)-8-((3-(1-((5-(1,3-dioxan-2-yl)-6-methoxy-3-(trifluoromethyl)pyrazin-2-yl)amino)-2,3-dihydro-1H-inden-4-yl)-2-chlorophenyl)amino)-1,7-naphthyridine-3-carbaldehyde O1C(OCCC1)C=1N=C(C(=NC1OC)N[C@H]1CCC2=C(C=CC=C12)C=1C(=C(C=CC1)NC=1N=CC=C2C=C(C=NC12)C=O)Cl)C(F)(F)F